CON(C(=O)OC(=O)N1CCCCC1)C (methoxy(methyl)carbamoyl)piperidine-1-carboxylate